ClC1=CC(=C(C=C1)N1CCC(CC1)N1C(NCC1)=O)F 1-(1-(4-chloro-2-fluorophenyl)piperidin-4-yl)imidazolidin-2-one